N-(8-(methylamino)-5-(5-(tetrahydrofuran-2-yl)benzo[d]oxazol-2-yl)-2,7-naphthyridin-3-yl)cyclopropanecarboxamide CNC=1N=CC(=C2C=C(N=CC12)NC(=O)C1CC1)C=1OC2=C(N1)C=C(C=C2)C2OCCC2